COC=1C=2N(C=C(C1)C(=O)O)N=CC2C 4-methoxy-3-methylpyrazolo[1,5-a]Pyridine-6-carboxylic acid